OCCN1C=C(C=2N(C(C=CC21)=O)C)C2=CC(=CC(=C2)OC=2C=NC(=NC2)C(F)(F)F)C 1-(2-hydroxyethyl)-4-methyl-3-(3-methyl-5-{[2-(trifluoromethyl)-pyrimidin-5-yl]oxy}phenyl)-1H,4H,5H-pyrrolo[3,2-b]pyridin-5-one